BrC=1C=C2C(=CN1)NN=C2C2=C(C(=O)N)C=CC(=C2)N2CCN(CC2)C (5-bromo-1H-pyrazolo[3,4-c]pyridin-3-yl)-4-(4-methylpiperazin-1-yl)benzamide